C(C)(C)(C)OC(=O)N1CCN(CC1)C1=NC=C(C=N1)OC 4-(5-methoxypyrimidin-2-yl)piperazine-1-carboxylic acid tert-butyl ester